C[C@@H]1CN(C[C@H](C1)COC=1C(=NC=CC1)C(F)(F)F)C1=CN=CC(=N1)C=1SC=NN1 2-(6-((3S,5S)-3-methyl-5-(((2-(trifluoromethyl)pyridin-3-yl)oxy)methyl)piperidin-1-yl)pyrazin-2-yl)-1,3,4-thiadiazole